O[C@H]1[C@H](O)[C@@H](O)[C@@H](O)CO1 α-L-arabinose